NCCN1CCC(CC1)NC(OC(C)(C)C)=O tert-butyl (1-(2-aminoethyl)piperidin-4-yl)carbamate